CC1=C(C=C(C=C1OCCCCCCCC)C)O 2,5-Dimethyl-3-octoxyphenol